DiaminobutyroylBenzylamide NC(CCC(=O)[N-]CC1=CC=CC=C1)N